N1-methyl-N2-(4-((4-(2-methyl-6-(methylcarbamoyl)pyridin-3-yl)piperazin-1-yl)methyl)thiazol-2-yl)oxalamide CNC(C(=O)NC=1SC=C(N1)CN1CCN(CC1)C=1C(=NC(=CC1)C(NC)=O)C)=O